CC1=CC(=NC=C1B1OC(C(O1)(C)C)(C)C)N1CCN(CC1)C(=O)OC(C)(C)C tert-butyl 4-(4-methyl-5-(4,4,5,5-tetramethyl-1,3,2-dioxaborolan-2-yl)pyridin-2-yl)piperazine-1-carboxylate